2-thiothymidine [C@@H]1(C[C@H](O)[C@@H](CO)O1)N1C(=S)NC(=O)C(C)=C1